Azo(bis-isobutyronitril) N(=NC(C#N)(C)C)C(C#N)(C)C